COC1=CC=C(C=C1)NC(=S)N N-(4-methoxyphenyl)thiourea